BrCC=1C=C(CP(OCC)(=O)C)C=C(C1)OC ethyl (3-(bromomethyl)-5-methoxybenzyl)(methyl)phosphinate